endo-cis-bicyclo[2.2.1]hept-5-ene-2,3-dicarboxylic acid diglycidyl ester C(C1CO1)OC(=O)C1C2C=CC(C1C(=O)OCC1CO1)C2